ClC1=C(C=C(OCC(=O)NC23CC(C2)(C3)NC(COCC=3OC(NN3)=O)=O)C=C1)F 2-(4-chloro-3-fluorophenoxy)-N-(3-{2-[(5-oxo-4,5-dihydro-1,3,4-oxadiazol-2-yl)methoxy]acetamido}bicyclo[1.1.1]pentan-1-yl)acetamide